N-(p-tolyl)isoquinolin-1-amine C1(=CC=C(C=C1)NC1=NC=CC2=CC=CC=C12)C